1,3-diallyl-2-butylimidazole acetate C(C)(=O)O.C(C=C)N1C(N(C=C1)CC=C)CCCC